Ethyl (6R)-2-{2-[(but-3-yn-2-yl)amino]ethyl}-5-(3,4-dichlorobenzoyl)-6-methyl-4,5,6,7-tetrahydro-2H-pyrazolo[4,3-c]pyridine-3-carboxylate CC(C#C)NCCN1N=C2C(CN([C@@H](C2)C)C(C2=CC(=C(C=C2)Cl)Cl)=O)=C1C(=O)OCC